C(C)(=O)ON(CCN(OC(C)=O)OC(C)=O)OC(C)=O ethylendiamin tetraacetate